methyl (E)-4-[methyl-[2-[2-[2-[2-[2-(p-tolylsulfonyloxy)ethoxy]ethoxy]ethoxy]ethoxy]ethyl]amino]but-2-enoate CN(C/C=C/C(=O)OC)CCOCCOCCOCCOCCOS(=O)(=O)C1=CC=C(C=C1)C